2-((5-bromo-2-ethylpyrazolo[1,5-a]pyridin-3-yl)(methyl)amino)-4-(4-fluorophenyl)thiazole-5-carbonitrile BrC1=CC=2N(C=C1)N=C(C2N(C=2SC(=C(N2)C2=CC=C(C=C2)F)C#N)C)CC